cyclononadecanone C1(CCCCCCCCCCCCCCCCCC1)=O